ClC(=CC1=CN=C(N1C)C(C(C(=O)OCC)SCC)=O)C(F)(F)F ethyl 3-[5-(2-chloro-3,3,3-trifluoroprop-1-en-1-yl)-1-methyl-1H-imidazole-2-yl]-2-(ethylthio)-3-oxopropanoate